FC1=CC=C(C=C1)C1=NNC=C1 3-(4-fluorophenyl)-1H-pyrazole